2-hydroxy-propane-1,2,3-tricarboxylic acid triethyl ester C(C)OC(=O)CC(CC(=O)OCC)(C(=O)OCC)O